OCCN(CCC[Si](OCC)(OCC)OCC)CCO gamma-[bis(beta-hydroxyethyl)]aminopropyl-triethoxysilane